CC1=C(C=2N(C=C1C=1NC3=CC=C(C=C3C1C(C)C)C1CCN(CC1)CCN1C(OCC1)=O)C=NN2)C 3-(2-(4-(2-(7,8-dimethyl-[1,2,4]triazolo[4,3-a]pyridin-6-yl)-3-isopropyl-1H-indol-5-yl)piperidin-1-yl)ethyl)oxazolidin-2-one